FC1CN(C1)CC1=CC=C(N=N1)OC1=CC=C(C=C1)C(C)(C)C1=CC=C(OC2CC(C2)NC(OC(C)(C)C)=O)C=C1 tert-butyl ((1r,3r)-3-(4-(2-(4-((6-((3-fluoroazetidin-1-yl)methyl)pyridazine-3-yl)oxy)phenyl)propan-2-yl)phenoxy)cyclobutyl)carbamate